1-(6-Benzyl-3,3-dimethyl-2,3-dihydro-1H-indol-1-yl)-2-[(2R,5R)-2-(methoxymethyl)-5-methylpiperazin-1-yl]-ethan-1-one, hydrochloride salt Cl.C(C1=CC=CC=C1)C1=CC=C2C(CN(C2=C1)C(CN1[C@H](CN[C@@H](C1)C)COC)=O)(C)C